O1CCN(CC1)C=1C2=C(N=CN1)N(C(=C2)C2=CC=C(C=C2)NC(=O)C2=NC=CC(=C2)CN2CC(C2)NC(OC(C)(C)C)=O)COCC[Si](C)(C)C tert-butyl (1-((2-((4-(4-morpholino-7-((2-(trimethylsilyl)ethoxy)methyl)-7H-pyrrolo[2,3-d]pyrimidin-6-yl)phenyl)carbamoyl)pyridin-4-yl)methyl)azetidin-3-yl)carbamate